(S)-4-(6-chloro-7-(2,3-dimethoxyphenyl)-1-(2-isopropyl-4-methylpyridin-3-yl)-2-Oxo-1,2-dihydropyrido[2,3-d]pyrimidin-4-yl)-3-methylpiperazine-1-carboxylate ClC1=CC2=C(N(C(N=C2N2[C@H](CN(CC2)C(=O)[O-])C)=O)C=2C(=NC=CC2C)C(C)C)N=C1C1=C(C(=CC=C1)OC)OC